NC1=NC=C(C2=C1C(=C(N2C)C2=CC=C(C=C2)NC(C=C)=O)C2=CC=C(C=C2)OC2=NC=CC=N2)C#N N-(4-(4-amino-7-cyano-1-methyl-3-(4-(pyrimidin-2-yloxy)phenyl)-1H-pyrrolo[3,2-c]pyridin-2-yl)phenyl)acrylamide